N-[4-(2-Propylamino-ethyl)-phenyl]-4-methyl-3-(4-pyridin-3-yl-pyrimidin-2-ylamino)-benzamide C(CC)NCCC1=CC=C(C=C1)NC(C1=CC(=C(C=C1)C)NC1=NC=CC(=N1)C=1C=NC=CC1)=O